CC1=NC=2N(C(=C1)C)C=CC2C(=O)OCC d-8-ethyl 2,4-dimethylpyrrolo[1,2-a]pyrimidine-8-carboxylate